2,5-dioxopyrrolidin-1-yl 2-(3-morpholinophenyl)acetate O1CCN(CC1)C=1C=C(C=CC1)CC(=O)ON1C(CCC1=O)=O